C(C)(C)(C)C1=CC=C(C=C1)C=1C(=CN2C1C(C=1C=CC=CC21)=O)C2OCCC2 1-(4-(tert-butyl)phenyl)-2-(tetrahydrofuran-2-yl)-9H-pyrrolo[1,2-a]indol-9-one